4H-[1,3]thiazolo[5,4-b]pyridin-7-one N1=CSC=2NC=CC(C21)=O